CN1C(=C(C=C1C)C)C(=O)NC1=CC=CC=C1 1,3,5-trimethyl-N-phenyl-1H-pyrrole-2-carboxamide